tert-butyl (R)-3-((S)-1-(tert-butoxy)-3-(3-(3-methoxy-3-oxopropyl)phenyl)-1-oxopropan-2-yl)pyrrolidine-1-carboxylate C(C)(C)(C)OC([C@@H](CC1=CC(=CC=C1)CCC(=O)OC)[C@@H]1CN(CC1)C(=O)OC(C)(C)C)=O